[OH-].[NH4+] ammonium oxidanide